FC=1C=CC=C2C(=NNC12)C(=O)NC=1N=NNN1 7-fluoro-N-(2H-tetrazol-5-yl)-1H-indazole-3-carboxamide